(2S)-1-[4-(3,5-dimethyladamantan-1-yl)phenoxy]-3-(4-methylpiperidin-1-yl)propan-2-ol CC12CC3(CC(CC(C1)(C3)C)C2)C2=CC=C(OC[C@H](CN3CCC(CC3)C)O)C=C2